(1S,3S)-3-((2-(5-(((4-(2,2-Difluoroethoxy)pyrimidin-2-yl)amino)methyl)-1-methyl-1H-pyrazol-4-yl)-4-methylpyrimidin-5-yl)oxy)cyclohexan FC(COC1=NC(=NC=C1)NCC1=C(C=NN1C)C1=NC=C(C(=N1)C)OC1CCCCC1)F